CC(C[C@H](COCC#C)N)C (R)-4-methyl-1-(prop-2-yn-1-yloxy)pentan-2-amine